NC1=NC=C(C=C1CO)C=1C=C2C(=NC=NC2=CC1)N1CCC2=CC(=C(C=C12)Cl)F [2-amino-5-[4-(6-chloro-5-fluoro-indolin-1-yl)quinazolin-6-yl]-3-pyridyl]methanol